FC1(CN(CC[C@@H]1CC(=O)N[C@H]1CN(C[C@H]1C)C1=C2C=CC=NC2=C(C=C1)C)C)F 2-[(4R)-3,3-difluoro-1-methylpiperidin-4-yl]-N-[(3R,4R)-4-methyl-1-(8-methylquinolin-5-yl)pyrrolidin-3-yl]acetamide